ClC1=CC=C(C(=N1)C=1C=C2CN(C(C2=CC1)=O)C)NC(C)C=1C=2C3=C(N(C(C2C=C(C1)C)=O)C)N(N=C3)C3CCN(CC3)S(=O)(=O)C 9-(1-((6-chloro-2-(2-methyl-1-oxoisoindolin-5-yl)pyridin-3-yl)amino)ethyl)-4,7-dimethyl-3-(1-(methylsulfonyl)piperidin-4-yl)-3,4-dihydro-5H-pyrazolo[3,4-c]isoquinolin-5-one